COC1=C(CN2CC3CC(C(C2)N3C(=O)OC(C)(C)C)O[Si](CC)(CC)CC)C=CC(=C1)OC tert-butyl 3-(2,4-dimethoxybenzyl)-6-((triethylsilyl)oxy)-3,8-diazabicyclo[3.2.1]octane-8-carboxylate